3-(1-hydroxyethyl)phenyl-boronic acid OC(C)C=1C=C(C=CC1)B(O)O